methyl (2-((tert-butoxycarbonyl)amino)-2-methylpropyl)(1-(3-chlorophenyl)cyclopropyl)carbamate C(C)(C)(C)OC(=O)NC(CN(C(OC)=O)C1(CC1)C1=CC(=CC=C1)Cl)(C)C